N-(8-aminooctyl)-2-(5-(2-((4-(trifluoromethyl)phenyl)amino)phenyl)-2H-tetrazol-2-yl)acetamide NCCCCCCCCNC(CN1N=C(N=N1)C1=C(C=CC=C1)NC1=CC=C(C=C1)C(F)(F)F)=O